(1-(tert-butoxycarbonyl)-5,7'-dimethyl-3',4'-dihydro-1'h-spiro[pyrrolidin-3,2'-[1,8]naphthyridin]-6'-yl)boronic acid C(C)(C)(C)OC(=O)N1CC2(NC3=NC(=C(C=C3CC2)B(O)O)C)CC1C